tert-Butyl (2R-5S)-4-(6-chloro-7-(2-fluorophenyl)-1-(4-isopropyl-6-methylpyrimidin-5-yl)-2-oxo-1,2-dihydropyrido[2,3-d]pyrimidin-4-yl)-2,5-dimethylpiperazine-1-carboxylate ClC1=CC2=C(N(C(N=C2N2C[C@H](N(C[C@@H]2C)C(=O)OC(C)(C)C)C)=O)C=2C(=NC=NC2C)C(C)C)N=C1C1=C(C=CC=C1)F